2-aminosulfonyl-N,N-dimethyl-nicotinamide NS(=O)(=O)C1=C(C(=O)N(C)C)C=CC=N1